1-Butyl-3-(4-((4,4-dimethyl-2-oxoimidazolidin-1-yl)methyl)-4-methylcyclohexyl)pyrimidine-2,4,6(1H,3H,5H)-trione C(CCC)N1C(N(C(CC1=O)=O)C1CCC(CC1)(C)CN1C(NC(C1)(C)C)=O)=O